4-{N,N-bis[4-(6-bromohexyl)phenyl]amino}phenylboronic acid pinacol ester BrCCCCCCC1=CC=C(C=C1)N(C1=CC=C(C=C1)CCCCCCBr)C1=CC=C(C=C1)B1OC(C)(C)C(C)(C)O1